N-(3-((2-((3S,4S)-4-amino-3-methyl-2-oxa-8-azaspiro[4.5]decan-8-yl)pteridin-6-yl)mercapto)-2-chlorophenyl)pyrimidine-4-carboxamide sodium [Na].N[C@@H]1[C@@H](OCC12CCN(CC2)C2=NC1=NC=C(N=C1C=N2)SC=2C(=C(C=CC2)NC(=O)C2=NC=NC=C2)Cl)C